O1CC(C1)OC(=O)C1CN(CCN1CCC1CCN(CC1)C)C(=O)OC1=CC=C2C(=CC=NC2=C1)NC1=C(N=NC(=C1)C1=C(C=CC(=C1)Cl)F)C 4-[2-(1-methylpiperidin-4-yl)ethyl]Piperazine-1,3-dicarboxylic acid 1-(4-{[6-(5-chloro-2-fluorophenyl)-3-methylpyridazin-4-yl]Amino} quinolin-7-yl) ester 3-oxetan-3-yl ester